5-fluoro-2-[[2-(4-fluorophenyl)-5-iodo-pyrazol-3-yl]methyl]pyridine FC=1C=CC(=NC1)CC=1N(N=C(C1)I)C1=CC=C(C=C1)F